COC1=C(C=C(C(=C1)[N+](=O)[O-])S(=O)(=O)O)N1NC=NN1C1=C(C=C(C(=C1)S(=O)(=O)O)[N+](=O)[O-])OC 2,3-Bis-(2-Methoxy-4-Nitro-5-Sulfophenyl)-2H-Tetrazol